C(CC)C1=CN=CC=2N=C(N=C(C21)N)C2=CNC1=NC=CC=C12 propyl-2-{1H-pyrrolo[2,3-b]pyridin-3-yl}pyrido[3,4-d]pyrimidin-4-amine